(R)-N-(2-((2-(dimethylamino)-ethyl)(methyl)-amino)-5-((6-(3-(3-fluoro-5-(pyridin-3-yl)phenyl)-isoxazolidin-2-yl)-pyrimidin-4-yl)-amino)-4-methoxy-phenyl)acrylamide CN(CCN(C1=C(C=C(C(=C1)OC)NC1=NC=NC(=C1)N1OCC[C@@H]1C1=CC(=CC(=C1)C=1C=NC=CC1)F)NC(C=C)=O)C)C